C(C)(C)C1=C(C=CC=C1)C1=C(C=CC(=N1)NS(=O)(=O)C1=CC=CC(=N1)N1C[C@@H](CCC1)C(=O)O)C(F)(F)F (R)-1-(6-(N-(6-(2-isopropylphenyl)-5-(trifluoromethyl)pyridin-2-yl)sulfamoyl)pyridin-2-yl)piperidine-3-carboxylic acid